COCOC1=C(C=CC(=C1)C=1C=CC=2N(C1)C=C(N2)C)C2=CC=C(N=N2)C2CN(C2)C(=O)OC(C)(C)C tert-butyl 3-(6-(2-(methoxymethoxy)-4-(2-methylimidazo[1,2-a]pyridin-6-yl)phenyl)pyridazin-3-yl)azetidine-1-carboxylate